OC1=C(C(=O)NC2=C(C=CC=C2)OC)C=CC(=C1)O 2,4-dihydroxy-2'-methoxybenzanilide